ClC(C1=CC=CC=C1)(P(O)(O)=O)Cl Dichlorobenzylphosphonic acid